C(C)(C)(C)OC([C@@H](N(C)C(=O)C1CNC1)C(C)C)=O N-(azetidine-3-carbonyl)-N-methyl-L-valine tert-butyl ester